ClC=1C(=C(C(=CC1)OC)C1=CC(=NC=C1C(=O)NC=1SC(=NN1)OCCOCCOCCO[Si](C(C)(C)C)(C1=CC=CC=C1)C1=CC=CC=C1)C)F 4-(3-chloro-2-fluoro-6-methoxyphenyl)-N-(5-((2,2-dimethyl-3,3-diphenyl-4,7,10-trioxa-3-siladodecan-12-yl)oxy)-1,3,4-thiadiazol-2-yl)-6-methylnicotinamide